C1=NC(=CC=2N1C=CC2)C(=O)N pyrrolo[1,2-c]pyrimidine-3-carboxamide